methyl 2-({2-[(4-chloro-2-fluorophenyl) methoxy] quinolin-7-yl} methyl)-1-{[(2S)-oxetan-2-yl] methyl}-1H-1,3-benzodiazole-6-carboxylate ClC1=CC(=C(C=C1)COC1=NC2=CC(=CC=C2C=C1)CC1=NC2=C(N1C[C@H]1OCC1)C=C(C=C2)C(=O)OC)F